(+/-)-1-benzyl-N5-(2-hydroxycyclopentyl)-N3-methyl-2-oxo-1,2-dihydropyridine-3,5-dicarboxamide C(C1=CC=CC=C1)N1C(C(=CC(=C1)C(=O)NC1C(CCC1)O)C(=O)NC)=O